(3R)-tert-Butyl 4-(2-((3-cyano-5-((2,6-dioxopiperidin-3-yl)amino)phenyl)amino)-2-oxoethyl)-3-(trifluoromethyl)piperazine-1-carboxylate C(#N)C=1C=C(C=C(C1)NC1C(NC(CC1)=O)=O)NC(CN1[C@H](CN(CC1)C(=O)OC(C)(C)C)C(F)(F)F)=O